Tert-butyl (2R,4S)-4-(3-bromo-4-cyano-5-[[3-(morpholin-4-yl)propyl]amino]pyrazol-1-yl)-2-(methoxymethyl)pyrrolidine-1-carboxylate BrC1=NN(C(=C1C#N)NCCCN1CCOCC1)[C@H]1C[C@@H](N(C1)C(=O)OC(C)(C)C)COC